C(C1=CC=CC=C1)OC1=C(C(=C(C(=O)O)C(=C1C)C)O)Br 4-(benzyloxy)-3-bromo-2-hydroxy-5,6-dimethylbenzoic acid